1,1-dimethylguanidine hemisulfate S(=O)(=O)(O)O.CN(C(=N)N)C.CN(C(=N)N)C